FC=1C=C2C(=C(C=NC2=CC1)C(=O)N1CCN(CC1)S(=O)(=O)C)N1CCC2(CC1)C(C1=CC=CC=C1C2)=O 1'-(6-Fluoro-3-(4-(methylsulfonyl)piperazine-1-carbonyl)quinolin-4-yl)spiro[indene-2,4'-piperidin]-1(3H)-one